FC1=NC2=C(C=CN=C2C=C1)C=1C(=NN(C1)C)C1=NC=C(C=C1)F 2-fluoro-8-[3-(5-fluoro-2-pyridinyl)-1-methyl-pyrazol-4-yl]-1,5-naphthyridine